O1[C@@H]([C@@H](O)C(=O)C=2C(O)=CC(O)=CC12)C1=CC(O)=C(O)C=C1 |r| racemic-taxifolin